C(CCNC([C@H](O)C(C)(C)CO)=O)(=O)O pantothenyl alcohol